O=C(C(=O)[O-])CC(CCCN)O 2-oxo-4-hydroxy-7-aminoheptanoate